OC1=C(C(=O)NC2=CC(=CC=C2)CN2CCOCC2)C=C(C(=C1)O)C(C)C 2,4-dihydroxy-5-isopropyl-N-(3-(morpholinomethyl)phenyl)benzamide